N(=[N+]=[N-])CC=1C(=NC=CC1)Br 3-(azidomethyl)-2-bromopyridine